C(C)C=1N=C2N(C=C(C=C2)C2CCN(CC2)CC(=O)N2CCCC2)C1N(C)C=1SC=C(N1)C1=CC=C(C=C1)F 2-(4-(2-ethyl-3-((4-(4-fluorophenyl)thiazol-2-yl)(methyl)amino)imidazo[1,2-a]pyridin-6-yl)piperidin-1-yl)-1-(pyrrolidin-1-yl)ethanone